ethyl 5-bromo-7-chlorobenzofuran-3-carboxylate BrC=1C=C(C2=C(C(=CO2)C(=O)OCC)C1)Cl